C(C)OCCNC(=O)C1CN(C1)C1=CC(=C2C(C(=CN(C2=N1)C1=NC(=NS1)N1CCOCC1)C(=O)O)=O)C 7-{3-[(2-ethoxyethyl)carbamoyl]azetidin-1-yl}-5-methyl-1-[3-(morpholin-4-yl)-1,2,4-thiadiazol-5-yl]-4-oxo-1,4-dihydro-1,8-naphthyridine-3-carboxylic acid